(1R,2S,5R)-2-((S)-1-hydroxyethyl)-3,6-diazabicyclo[3.2.2]nonane-6-carboxylate O[C@@H](C)[C@@H]1[C@H]2CN([C@@H](CN1)CC2)C(=O)[O-]